NC(C(O)=O)(C)C1=CC=C(CC(C)C)C=C1 aminoibuprofen